2-(chloromethyl)-5-methyl-oxazole ClCC=1OC(=CN1)C